(4-(3-methoxyoxetan-3-yl)phenyl)(4-(4-(trifluoromethyl)phenyl)piperidin-1-yl)methanone COC1(COC1)C1=CC=C(C=C1)C(=O)N1CCC(CC1)C1=CC=C(C=C1)C(F)(F)F